3-(4'-tert-butylphenyl)propanal C(C)(C)(C)C1=CC=C(C=C1)CCC=O